3-propyliminopropyl propionate C(CC)(=O)OCCC=NCCC